6-(3-chloro-2,5-difluoro-4-hydroxyphenyl)-5-methyl-4,5-dihydro-2H-pyridazin-3-one ClC=1C(=C(C=C(C1O)F)C=1C(CC(NN1)=O)C)F